NCC#CC=1C=CC2=C(C(=CO2)C2C(NC(CC2)=O)=O)C1 3-(5-(3-aminoprop-1-yn-1-yl)benzofuran-3-yl)piperidine-2,6-dione